BrC=1C=2C(N=C3N(C2C=CC1)C1=CC(=CC=C1C3(C)C)C3CCN(CC3)CC3CCC(CC3)C#C)=O 4-bromo-10-(1-(((1r,4r)-4-ethynylcyclohexyl)methyl)piperidin-4-yl)-7,7-dimethylindolo[1,2-a]quinazolin-5(7H)-one